C(CC)OC(=O)C=1C=C(C=CC1)B(O)O 3-(PROPOXYCARBONYL)PHENYLBORONIC ACID